C(CCCCCCCN=C=O)N=C=O octylene isocyanate